C1(CC1)CS(=O)(=O)N(COCC[Si](C)(C)C)C1=NC=C(C(=C1F)I)F 1-cyclopropyl-N-(3,5-difluoro-4-iodopyridin-2-yl)-N-((2-(trimethylsilyl)-ethoxy)methyl)methanesulfonamide